C(#N)C=1C=C(C=NC1)S(=O)(=O)N([C@@H](C(F)(F)F)C1=CC=C(C=C1)C(F)(F)F)C (R)-5-Cyano-N-methyl-N-(2,2,2-trifluoro-1-(4-(trifluoromethyl)phenyl)ethyl)pyridine-3-sulfonamide